5-(1-(3,5-dichloropyridin-4-yl)ethoxy)-N-(1-(2-hydroxyethyl)-1H-pyrazol-4-yl)-1H-indazole-3-carboxamide ClC=1C=NC=C(C1C(C)OC=1C=C2C(=NNC2=CC1)C(=O)NC=1C=NN(C1)CCO)Cl